11-chloro-3,3-dimethyl-8-oxo-2,3,8,13b-tetrahydro-1H-pyrido[2,1-a]pyrrolo[1,2-c]phthalazine-7-carboxylate ClC=1C=CC=2C3N(N4C(C2C1)=CC(C(=C4)C(=O)[O-])=O)C(CC3)(C)C